4-(furo[3,2-c]pyridin-4-yl)-N-[1-(6-oxo-1,6-dihydropyrimidin-2-yl)piperidin-4-yl]benzamide O1C=CC=2C(=NC=CC21)C2=CC=C(C(=O)NC1CCN(CC1)C=1NC(C=CN1)=O)C=C2